bis(3-pentyloctyl) 9-{[(1-methylpyrrolidine-4-carbonyl)oxy]methyl}heptadecanedioate CN1CCC(C1)C(=O)OCC(CCCCCCCC(=O)OCCC(CCCCC)CCCCC)CCCCCCCC(=O)OCCC(CCCCC)CCCCC